C(#N)C1=CC=C(C=C1)NC(=S)N\N=C\1/C(NC2=CC=C(C=C12)C)=O (Z)-N-(4-cyanophenyl)-2-(5-methyl-2-oxoindolin-3-ylidene)hydrazinecarbothioamide